trans-N-(3-(1-Isopropyl-1H-pyrazol-4-yl)phenyl)-N-((trans-4-(4-methoxy-3-methylphenyl)cyclohexyl)methyl)-4-(3-oxocyclobutanecarboxamido)cyclohexane-carboxamide C(C)(C)N1N=CC(=C1)C=1C=C(C=CC1)N(C(=O)[C@@H]1CC[C@H](CC1)NC(=O)C1CC(C1)=O)C[C@@H]1CC[C@H](CC1)C1=CC(=C(C=C1)OC)C